CC1=C(C=CC(=C1)C)NC=1SC2=C(N1)CC[C@@]1([C@H]3CC[C@]4([C@H]([C@@H]3CCC12)CCC4=O)C)C (5aR,5bS,7aS,10aS,10bR)-2-((2,4-dimethylphenyl)amino)-5a,7a-dimethyl-4,5,5a,5b,6,7,7a,9,10,10a,10b,11,12,12a-tetradecahydro-8H-cyclopenta[7,8]phenanthro[2,1-d]thiazol-8-one